FC=1C=NC(=NC1)N[C@@H]1CN(C[C@H]1OCCC1=CC=C(C=C1)C(F)(F)F)C(C=C)=O 1-((3R,4R)-3-((5-fluoropyrimidin-2-yl)amino)-4-(4-(trifluoromethyl)phenethoxy)pyrrolidin-1-yl)prop-2-en-1-one